[Cl-].[Ti+4].[Cl-].[Cl-].[Cl-] Titanium Chlorid